C(C)O[SiH](C)OCC diethoxy(methyl)silane